[Ca].[Mn].[W] tungsten-manganese-calcium